NC1=NC2=NC=C(N=C2C(N1)=O)CN(C(C(F)(F)F)=O)C1=CC=C(C(=O)NC(CCC(=O)O)C(=O)OC)C=C1 4-(4-(N-((2-amino-4-oxo-3,4-dihydropteridin-6-yl)methyl)-2,2,2-trifluoroacetamido)benzamido)-5-methoxy-5-oxopentanoic acid